4-(3-Aminoazepan-1-yl)-2-cyclobutylphthalazin-1(2H)-one-hydrochloride Cl.NC1CN(CCCC1)C1=NN(C(C2=CC=CC=C12)=O)C1CCC1